NCC1=C(C=CC=C1)N1N=C(C=C1)N1C(CCCC1)=O 1-(1-(2-(aminomethyl)phenyl)-1H-pyrazol-3-yl)piperidin-2-one